C[C@H]1C(N[C@H](CN1)C)=O (3S,6S)-3,6-dimethyl-2-piperazinone